methyl 4-(3-fluoro-2-isopropylphenyl)-2-methyl-5-oxo-1,4,5,7-tetrahydrofurano[3,4-b]pyridine-3-carboxylate FC=1C(=C(C=CC1)C1C2=C(NC(=C1C(=O)OC)C)COC2=O)C(C)C